C1(CC1)C1=CC2=C(C(N([C@@H](CO2)C)C2CC3(CN(C3)S(=O)(=O)C3=C(C=CC=C3)F)C2)=O)C=N1 (3R)-8-cyclopropyl-4-[2-(2-fluorophenyl)sulfonyl-2-azaspiro[3.3]heptan-6-yl]-3-methyl-2,3-dihydropyrido[3,4-f][1,4]oxazepin-5-one